FC(=CC1(CCC1)COC1=C2CC(C(C2=C(C=C1)SC(F)(F)F)O)(F)F)F 4-((1-(2,2-difluorovinyl)cyclobutyl)methoxy)-2,2-difluoro-7-(trifluoromethylthio)-2,3-dihydro-1H-inden-1-ol